1-(3-(tert-butyl)-1-(p-tolyl)-1H-pyrazol-5-yl)-3-(4-((3-keto-3,4-dihydropyrido[2,3-b]pyrazin-8-yl)oxy)-2-(trifluoromethyl)phenyl)urea C(C)(C)(C)C1=NN(C(=C1)NC(=O)NC1=C(C=C(C=C1)OC1=CC=NC=2NC(C=NC21)=O)C(F)(F)F)C2=CC=C(C=C2)C